Cl.ClC=1C=C2C3=C(NC2=CC1)C(NCC3)CCCC(=O)OC methyl 4-(6-chloro-2,3,4,9-tetrahydro-1H-pyrido[3,4-b]indol-1-yl)butanoate hydrochloride